C(CCCCCCCCCC)(=O)C(C(O)(C(CCCCCCCCCC)=O)C(CCCCCCCCCC)=O)(O)CO tri(undecoyl)glycerol